methyl 5-carbonyl-5,6-dihydroimidazo[1,2-c]quinazoline-8-carboxylate C(=O)=C1NC=2C=C(C=CC2C=2N1C=CN2)C(=O)OC